C(C)(C)(C)OC(=O)N1CC(C1)([N+](=O)[O-])CCC(=O)OC 3-(3-methoxy-3-oxo-propyl)-3-nitro-azetidine-1-carboxylic acid tert-butyl ester